C(C)(C)(C)OC(=O)N1CC=2N=C(N=C(C2C1)Br)C.C(O)NC(C=C)=O N-MethylolAcrylamide tert-butyl-4-bromo-2-methyl-5,7-dihydro-6H-pyrrolo[3,4-d]pyrimidine-6-carboxylate